2-amino-2-(2-(azetidin-1-yl)ethyl)-6-boronohexanoic acid NC(C(=O)O)(CCCCB(O)O)CCN1CCC1